C(C(C)C)(=O)C1=C(SC2=C1OCCC2)C(=O)OCC ethyl 3-isobutyryl-6,7-dihydro-5H-thieno[3,2-b]pyran-2-carboxylate